4-[5-(1-methylpyrazol-4-yl)-3-[2-(1-methylpyrazol-4-yl)ethyl]imidazol-4-yl]benzonitrile CN1N=CC(=C1)C1=C(N(C=N1)CCC=1C=NN(C1)C)C1=CC=C(C#N)C=C1